[N+](=[N-])=C1C(C2=CC=C(C=C2C12C1=CC=C(C=C1OC=1C=C(C=CC21)N2[C@H](CC2)CO)N2[C@H](CC2)CO)C(=O)N)=O 2-diazo-3',6'-bis((R)-2-(hydroxymethyl)azetidin-1-yl)-3-oxo-2,3-dihydrospiro[indene-1,9'-xanthene]-6-carboxamide